NC1=CC=CC(=N1)S(=O)(=O)NC(=O)C=1C(=NC(=CC1)C1=CC(=CC(=C1)OCC(C)C)F)OC1CC(C1)(F)F N-[(6-Amino-2-pyridyl)sulfonyl]-2-(3,3-difluorocyclobutoxy)-6-(3-fluoro-5-isobutoxyphenyl)pyridin-3-carboxamid